([1,2,4]triazolo[1,5-c]pyrimidin-7-yloxy)-3-methylaniline N=1C=NN2C=NC(=CC21)ONC2=CC(=CC=C2)C